C(C)C1(CC=CC2=CC=CC(=C12)N)N 1-ethylnaphthalene-1,8-diamine